(1S,2S)-2-((6-(4-((6-(butylamino)pyrazin-2-yl)amino)-3-methylisoxazol-5-yl)-2-methylpyridin-3-yl)carbamoyl)cyclohexane-1-carboxylic acid C(CCC)NC1=CN=CC(=N1)NC=1C(=NOC1C1=CC=C(C(=N1)C)NC(=O)[C@@H]1[C@H](CCCC1)C(=O)O)C